4-(((8-fluoro-4-oxochroman-7-yl)oxy)(pyridin-4-yl)methyl)benzonitrile FC=1C(=CC=C2C(CCOC12)=O)OC(C1=CC=C(C#N)C=C1)C1=CC=NC=C1